(9H-fluoren-9-yl)methyl (S)-(1-((4-(hydroxymethyl)phenyl)amino)-1-oxo-5-ureidopentan-2-yl)carbamate OCC1=CC=C(C=C1)NC([C@H](CCCNC(=O)N)NC(OCC1C2=CC=CC=C2C=2C=CC=CC12)=O)=O